BrCCOC=1C=NC(=NC1)C(C)O 1-[5-(2-bromoethoxy)pyrimidin-2-yl]ethan-1-ol